C(N)(=O)C1(COC1)NC(=O)C1=C(OC2=C1C=C(C=C2)OCC2=C(C=CC=C2)F)C N-(3-carbamoyloxetan-3-yl)-5-((2-fluorobenzyl)oxy)-2-methylbenzofuran-3-carboxamide